(1S,3S)-3-((6-(3-((((2-cyclopropylethyl)(methyl)carbamoyl)oxy)methyl)-5-fluorothiophen-2-yl)-2-methylpyridin-3-yl)oxy)cyclohexane-1-carboxylic acid C1(CC1)CCN(C(=O)OCC1=C(SC(=C1)F)C1=CC=C(C(=N1)C)O[C@@H]1C[C@H](CCC1)C(=O)O)C